O[C@@H]1[C@H](O)[C@@H](O)[C@H](O)[C@H](O1)CO α-glucopyranose